C(C=C)CCCCCC(C(=O)OC\C=C(/C)\CCC=C(C)C)O geranyl (allyl amyl glycolate)